1-(4-(5-(4-aminophenyl)2-(butylamino)-7H-pyrrolo[2,3-d]pyrimidin-7-yl)piperidin-1-yl)-2-methylpropan-1-one NC1=CC=C(C=C1)C1=CN(C=2N=C(N=CC21)NCCCC)C2CCN(CC2)C(C(C)C)=O